(S)-5-(7-acetamido-2-(1-(3-ethoxy-4-methoxyphenyl)-2-(methylsulfonyl)ethyl)-1,3-dioxoisoindolin-5-yl)pentanoic acid C(C)(=O)NC=1C=C(C=C2C(N(C(C12)=O)[C@H](CS(=O)(=O)C)C1=CC(=C(C=C1)OC)OCC)=O)CCCCC(=O)O